(3-((1S,4S)-4-(Aminomethyl)cyclohexyl)-1,2,3-oxadiazol-3-ium-5-yl)((3-(2-oxo-3-phenylpyrrolidin-1-yl)-5-(trifluoromethyl)phenyl)-carbamoyl)amide NCC1CCC(CC1)[N+]1=NOC(=C1)[N-]C(NC1=CC(=CC(=C1)C(F)(F)F)N1C(C(CC1)C1=CC=CC=C1)=O)=O